C1CC12CCN(CC2)C2=C(C(=O)NC1=C3CCC4(CC3=CC=C1)CCCC4)C=CC(=C2)I 2-{6-azaspiro[2.5]oct-6-yl}-N-{3',4'-dihydro-1'H-spiro[cyclopentane-1,2'-naphthalene]-5'-yl}-4-iodobenzamide